PYRAZOLE-CARBOXYLATE N1N=C(C=C1)C(=O)[O-]